C(C=CCCCCCC)=O 2-nonen-1-al